FC1(COC2(C3=NC=CC=C31)COCC2)F 5',5'-Difluoro-4,5,5',6'-tetrahydro-2H-spiro[furan-3,8'-pyrano[3,4-b]pyridine]